2-[1-[(2,3-difluorophenyl)methyl]-5-oxopyrrolidin-2-yl]-N-[2-[3-(trifluoromethoxy)phenyl]-ethyl]acetamid FC1=C(C=CC=C1F)CN1C(CCC1=O)CC(=O)NCCC1=CC(=CC=C1)OC(F)(F)F